C(CCCCC)(=O)OCCCCCCCCCCCCCCCCCCCCCCCCCCCCCC triacontyl hexanoate